CC(CC1OC1)C 2-(2-methylpropyl)oxirane